C(C)(C)(C)OC(=O)NC1(CC2=CC(=CC=C2CC1)OC1=CC2=CC=C(C=C2C=C1)N(C)C)C(=O)OC methyl 2-((tert-butoxycarbonyl) amino)-7-((6-(dimethylamino) naphthalen-2-yl) oxy)-1,2,3,4-tetrahydronaphthalen-2-carboxylate